C(C)(C)(C)OC(=O)N1CC(N(CC1)C=1C=CC(=C(C(=O)O)C1)C)=O 5-(4-(tert-butoxycarbonyl)-2-oxopiperazin-1-yl)-2-methylbenzoic acid